OC=1C=C([C@H](C(=O)O)O)C=CC1O |r| Dl-3,4-Dihydroxymandelic Acid